ClC=1C=C2CCN([C@H](C2=C(C1)Cl)C)C(=O)[C@H]1CN(CCO1)C=1C2=C(C=NC1)N=C(O2)NCCN2CCS(CC2)(=O)=O ((S)-6,8-dichloro-1-methyl-3,4-dihydroisoquinolin-2(1H)-yl)((R)-4-(2-((2-(1,1-dioxidothiomorpholino)ethyl)amino)oxazolo[4,5-c]pyridin-7-yl)morpholin-2-yl)methanone